CC=1C=C(C=C(C1N1C(C(C)=CC1=O)=O)C)C1=C(C=CC=C1)C1=CC(=C(C(=C1)C)N1C(C(C)=CC1=O)=O)C bis(3,5-dimethyl-4-citraconimidophenyl)benzene